C(#N)C1=CNC2=C(C=CC(=C12)C)NS(=O)(=O)C1=CC=C(C=C1)S(=O)(=O)N1CCC(CC1)NC(OC(C)(C)C)=O tert-butyl (1-((4-(N-(3-cyano-4-methyl-1H-indol-7-yl)sulfamoyl)phenyl) sulfonyl)piperidin-4-yl)carbamate